COC1=CC=CC=C1Br o-bromoanisole